Cl.ClC=1C=CC(=C(CC(CN)N)C1)OCC (5-chloro-2-ethoxybenzyl)ethane-1,2-diamine hydrochloride